4-(1,4-dimethyl-1H-pyrazol-5-yl)-6-(6-(trifluoromethyl)pyridin-2-yl)-N-(2-(trifluoromethyl)pyridin-4-yl)-1,3,5-triazin-2-amine CN1N=CC(=C1C1=NC(=NC(=N1)C1=NC(=CC=C1)C(F)(F)F)NC1=CC(=NC=C1)C(F)(F)F)C